trioctyltin hydroxide C(CCCCCCC)[Sn](CCCCCCCC)(CCCCCCCC)O